5-(2-chloro-3-fluorophenyl)-7-fluoro-3-(methylamino)-4H-benzo[e][1,2,4]thiadiazine 1,1-dioxide ClC1=C(C=CC=C1F)C1=CC(=CC2=C1NC(=NS2(=O)=O)NC)F